4-(2-fluoroethoxy)benzyl bromide FCCOC1=CC=C(CBr)C=C1